O1C[C@H](CC12CNCC2)N(C(O)=O)C=2N=CC1=CC(=C(C=C1C2)C2=C(C1=C(OCCN1)N=C2)C)F.C(C)OCCOCC 1,2-diethoxyethane (S)-1-Oxa-7-azaspiro[4.4]nonan-3-yl-(7-fluoro-6-(8-methyl-2,3-dihydro-1H-pyrido[2,3-b][1,4]oxazin-7-yl)isochinolin-3-yl)carbamat